CN(C1=CC=C(C=C1)N=NC=1C=C(C(=O)O)C=CC1)C 3-[[4-(dimethylamino)phenyl]diazenyl]benzoic acid